C1(=CC=CC=C1)N(C1=CC=C(C=C1)C=1C(=CC(=CC1C1=CC=CC=C1)C1=CC=CC=C1)C1=CC=CC=C1)C1=CC=C(C=C1)C=1C=C(C2=CC=CC=C2C1)C1=CC2=CC=CC=C2C=C1 N,4',6'-triphenyl-N-(4-([1,2']binaphthalenyl-3-yl)phenyl)-[1,1':2',1''-terphenyl]-4-amine